(2RS)-2-(5-fluoro-2-hydroxy-phenyl)-2-(7-phenylindazol-2-yl)-N-thiazol-2-yl-acetamide FC=1C=CC(=C(C1)[C@H](C(=O)NC=1SC=CN1)N1N=C2C(=CC=CC2=C1)C1=CC=CC=C1)O |r|